O[C@H]1[C@@H](CCCC1)NC=1N=NC(=C(N1)C)C1=CC=C2C(C=CS2)=C1O 5-(3-(((1R,2R)-2-hydroxycyclohexyl)amino)-5-methyl-1,2,4-triazin-6-yl)benzothiophene-4-ol